ClC1=C(C(C2=CC=CC=C2C1OC1=CC=CC=C1)OC1=CC=CC=C1)NCC1=C(C(=O)NC2=C3C=CNC3=CC=C2)C=CC=C1 ((3-chloro-1,4-diphenoxy-1,4-dihydronaphthalen-2-ylamino)methyl)-N-(1H-indol-4-yl)benzamide